(S)-6-bromo-3-(3-(4-(trifluoromethyl)thiazol-2-yloxy)pyrrolidin-1-yl)picolinaldehyde BrC1=CC=C(C(=N1)C=O)N1C[C@H](CC1)OC=1SC=C(N1)C(F)(F)F